N1N=CC(=C1)C1=NN=C(N1N)C=1C=NNC1 3,5-bis(1H-pyrazol-4-yl)-4H-1,2,4-triazol-4-amine